3-((2,5,8,11,14,17-hexaoxanonadec-an-19-yl)amino)-4-ethoxycyclobut-3-en-1,2-dione COCCOCCOCCOCCOCCOCCNC=1C(C(C1OCC)=O)=O